(2-(chloromethyl)-4-methylphenyl)tetrahydrofuran ClCC1=C(C=CC(=C1)C)C1OCCC1